7-chloro-8-iodo-6-(trifluoromethyl)quinazoline-2,4(1h,3h)-dione ClC1=C(C=C2C(NC(NC2=C1I)=O)=O)C(F)(F)F